C(C=1C(C(=O)OCCCCCCCC)=CC(C(=O)OCCCCCCCC)=C(C(=O)OCCCCCCCC)C1)(=O)OCCCCCCCC tetraoctyl pyromellitate